6-(cyclopropanecarboxamido)-4-((2',5'-dimethyl-5'h-spiro[cyclopropane-1,4'-[1,2,4]triazolo[1,5-a]quinoxalin]-6'-yl)amino)-N-(methyl-d3)nicotinamide C1(CC1)C(=O)NC1=NC=C(C(=O)NC([2H])([2H])[2H])C(=C1)NC1=C2N(C3(C=4N(C2=CC=C1)N=C(N4)C)CC3)C